CC1=C(OC2=C1C=C(C=C2)S(NCCC2CCOCC2)(=O)=O)C(=O)O 3-methyl-5-(N-(2-(tetrahydro-2H-pyran-4-yl)ethyl)sulfamoyl)benzofuran-2-carboxylic acid